(±)-tert-butyl-3-({[5-chloro-4-(4-cyanophenyl)pyrimidin-2-yl]amino}methyl)-3-fluoropyrrolidine-1-carboxylate C(C)(C)(C)OC(=O)N1C[C@](CC1)(F)CNC1=NC=C(C(=N1)C1=CC=C(C=C1)C#N)Cl |r|